C(C)(C)(C)OC(=O)N1CC(C1)C(C1=C(C=C(C(=C1)F)Cl)F)=O 3-(4-chloro-2,5-difluorobenzoyl)azetidine-1-carboxylic acid tert-butyl ester